2-(pyrrolidin-1-yl)-6-((trimethylsilyl)ethynyl)pyrazine N1(CCCC1)C1=NC(=CN=C1)C#C[Si](C)(C)C